(3R,4R)-1-cyclohexyl-4-{[5-(2,4-difluoro-phenyl)-isoxazole-3-carbonyl]-amino}-piperidine-3-carboxylic acid [1-(5-methyl-[1,3,4]oxadiazol-2-yl)-ethyl]-amide CC1=NN=C(O1)C(C)NC(=O)[C@@H]1CN(CC[C@H]1NC(=O)C1=NOC(=C1)C1=C(C=C(C=C1)F)F)C1CCCCC1